CC=1C=C(C(=CC1N1CCOCC1)N)N 4-methyl-5-morpholinobenzene-1,2-diamine